N1N=C(C2=C1C=CC=N2)C2=C(C(=O)N)C=CC=C2 pyrazolopyridyl-benzamide